(Z)-3-(1-(4-amino-2-fluoro-but-2-en-1-yl)-6-(pyrrolidine-1-carbonyl)-1H-benzo[d][1,2,3]triazol-4-yl)-N-cyclopropylbenzenesulfonamide hydrochloride Cl.NC\C=C(\CN1N=NC2=C1C=C(C=C2C=2C=C(C=CC2)S(=O)(=O)NC2CC2)C(=O)N2CCCC2)/F